(3-Bromo-2-(bromomethyl)propoxy)(tert-butyl)diphenylsilane BrCC(CO[Si](C1=CC=CC=C1)(C1=CC=CC=C1)C(C)(C)C)CBr